1-(5-fluoro-2,1-benzothiazol-3-yl)piperidin-4-amine hydrochloride Cl.FC=1C=CC=2C(=C(SN2)N2CCC(CC2)N)C1